NC1=NC=CC2=C1C=C(S2)CNC(=O)[C@H](C)NC(=O)[C@@H](CCC2=CC=CC=C2)NC(OC(C)(C)C)=O tert-Butyl N-[(1R)-1-{[(1S)-1-[({4-aminothieno[3,2-c]pyridin-2-yl}methyl)carbamoyl]ethyl]carbamoyl}-3-phenylpropyl]carbamate